tert-butyl 3-(4-((4-(3,4-dichlorophenyl)-but-3-yn-2-yl)carbamoyl) piperazin-1-yl)azetidine-1-carboxylate ClC=1C=C(C=CC1Cl)C#CC(C)NC(=O)N1CCN(CC1)C1CN(C1)C(=O)OC(C)(C)C